ClC1=CC=C(C=C1)N1N=CC(=C1NC(C1=CC=C(C=C1)C)=O)C=1OCCN1 N-(1-(4-chlorophenyl)-4-(4,5-dihydrooxazole-2-yl)-1H-pyrazol-5-yl)-4-methylbenzamide